N-benzyl-7-chloro-3-(m-tolyl)naphthalen-1-amine C(C1=CC=CC=C1)NC1=CC(=CC2=CC=C(C=C12)Cl)C=1C=C(C=CC1)C